[2-(3,5-dimethyl-1H-pyrazol-4-yl)ethyl]-2-(methoxymethyl)-3-(4-methylphenyl)-1H-pyrazolo[1,5-a]pyrimidin-7-one CC1=NNC(=C1CCN1C(=C(C=2N1C(C=CN2)=O)C2=CC=C(C=C2)C)COC)C